N-(7-chloro-6-(1-(4-hydroxy-3-methyltetrahydrofuran-3-yl)piperidin-4-yl)isoquinolin-3-yl)tetrahydro-2H-pyran-3-carboxamide ClC1=C(C=C2C=C(N=CC2=C1)NC(=O)C1COCCC1)C1CCN(CC1)C1(COCC1O)C